8,8,11-Trimethyl-5-pentyl-4H,8H-benzo[c][1,3]dioxino[4,5-f]chromen-4-on CC1(OC2=CC(=C3C(=C2C2=C1C=CC(=C2)C)OCOC3=O)CCCCC)C